(S)-3-(1-(2-(5,6,7,8-tetrahydro-1,8-naphthyridin-2-yl)ethyl)-1H-imidazole-4-carboxamido)-2-((2,4,6-trimethylphenyl)sulphonamido)propanoic acid N1=C(C=CC=2CCCNC12)CCN1C=NC(=C1)C(=O)NC[C@@H](C(=O)O)NS(=O)(=O)C1=C(C=C(C=C1C)C)C